I.C(CCCCCCCN)N.[Na] sodium 1,8-octanediamine monohydroiodide